phenyl-[1,1':2',1''-terphenyl]-4-carbonitrile C1(=CC=CC=C1)C1=C(C=CC(=C1)C#N)C=1C(=CC=CC1)C1=CC=CC=C1